(2,5-dioxopyrrolidin-1-yl) 3-(2,5-dioxopyrrol-1-yl)propanoate O=C1N(C(C=C1)=O)CCC(=O)ON1C(CCC1=O)=O